COC=1C=C(C=CC1OC)C1=C2C=CC(C=3C=CC=C(C=C1)C32)=O 4-(3,4-Dimethoxyphenyl)-1H-phenalen-1-one